1-((2R,3R,4R,5R)-3-Fluoro-4-hydroxy-5-hydroxymethyl-3-methyl-tetrahydro-furan-2-yl)-1H-pyrimidine-2,4-dione F[C@]1([C@@H](O[C@@H]([C@H]1O)CO)N1C(NC(C=C1)=O)=O)C